(S)-1-allyl-3-(4-(3-((4-methyl-4H-1,2,4-triazol-3-yl)methyl)oxetan-3-yl)-6-(6-((3-methylpiperidin-1-yl)methyl)-1-oxo-4-(trifluoromethyl)isoindolin-2-yl)pyridin-2-yl)thiourea C(C=C)NC(=S)NC1=NC(=CC(=C1)C1(COC1)CC1=NN=CN1C)N1C(C2=CC(=CC(=C2C1)C(F)(F)F)CN1C[C@H](CCC1)C)=O